methyl 3-(4-chloro-3-fluorophenyl)-7-fluoro-2-methyl-4-oxo-2,3-dihydro-1H-quinoline-5-carboxylate ClC1=C(C=C(C=C1)C1C(NC=2C=C(C=C(C2C1=O)C(=O)OC)F)C)F